(4-(1H-pyrazol-1-yl)phenyl)ethan-1-one O-methyloxime CON=C(C)C1=CC=C(C=C1)N1N=CC=C1